2-(but-3-en-1-yl)-2-cyclohexylmalononitrile C(CC=C)C(C#N)(C#N)C1CCCCC1